C(=O)(O)C(O)C(O)C(=O)O.C(CC1=CC=CC=C1)N phenethylamine tartrate